2-(3-(3-(benzyloxy)propyl)isoxazol-5-yl)acetic acid C(C1=CC=CC=C1)OCCCC1=NOC(=C1)CC(=O)O